ethyl 4-(bis(2-hydroxydodecyl)amino)butanoate OC(CN(CCCC(=O)OCC)CC(CCCCCCCCCC)O)CCCCCCCCCC